OC1=C(C=CC=C1)S(=O)(=O)[O-] hydroxybenzenesulphonate